[Au].NC(=S)NC(=S)N dithiobiuret gold